P(=O)([O-])([O-])[O-].[K+].C1(=CC=CC=C1)OC=CC1=CC=CC=C1.[K+].[K+] styryl phenyl ether potassium phosphate